N,N-diethylpropynylamine C(C)N(CC)C#CC